C(C=CC=CC=CC=CC=CC=CCCCCCCCCC)(=O)NCCOC(C1=CC=C(C=C1)OCC)=O 4-ethoxybenzoic acid-(docosahexaenamidoethyl) ester